BrC=1C=NN(C1[N+](=O)[O-])C(F)F 4-bromo-1-(difluoromethyl)-5-nitro-1H-pyrazole